((2-(((3S,6S,9aS)-3-(((3S,4S)-1-acetyl-4-fluoropyrrolidin-3-yl)carbamoyl)-5-oxooctahydro-1H-pyrrolo[1,2-a]azepin-6-yl)carbamoyl)benzo[b]thiophen-5-yl)methyl)phosphonic acid C(C)(=O)N1C[C@@H]([C@H](C1)F)NC(=O)[C@@H]1CC[C@H]2N1C([C@H](CCC2)NC(=O)C2=CC1=C(S2)C=CC(=C1)CP(O)(O)=O)=O